ClC=1C=C(C=2CC[C@@H](CC2C1)N1[C@@H](C[C@@H](C1)COC1=CC=C(C=C1)S(=O)(=O)C)C)C#N (6S)-3-chloro-6-[(2R,4S)-4-[(4-methanesulfonylphenoxy)methyl]-2-methylpyrrolidin-1-yl]-5,6,7,8-tetrahydronaphthalene-1-carbonitrile